C(C)(=O)N1C=CN2N=CC=C21 1-acetyl-1H-imidazo[1,2-B]pyrazole